4-Chloro-8-(4-methoxybenzyl)amino-1-cyanoisoquinoline methyl-4-(4-cyano-3,3-dimethylbut-1-yn-1-yl)-6-methylpicolinate COC(C1=NC(=CC(=C1)C#CC(CC#N)(C)C)C)=O.ClC1=CN=C(C2=C(C=CC=C12)NCC1=CC=C(C=C1)OC)C#N